4-(2,5-dioxotetrahydro-3-furanyl)phthalic acid anhydride O=C1OC(CC1C=1C=C2C(C(=O)OC2=O)=CC1)=O